[(2R)-2-Piperidinylmethyl]amine bisHCl salt Cl.Cl.N1[C@H](CCCC1)CN